2-(((5-amino-1,3,4-thiadiazol-2-yl)oxy)methyl)pyridine-4-carboxylic acid methyl ester COC(=O)C1=CC(=NC=C1)COC=1SC(=NN1)N